[Si](C)(C)(C(C)(C)C)OCCC(C1=NC=C2C=CC(=NC2=C1)C1=NC(=CC=C1)N1C[C@@H](O[C@@H](C1)C)C)N=C(C1=CC=CC=C1)C1=CC=CC=C1 N-(3-((tert-butyldimethylsilyl)oxy)-1-(2-(6-((cis)-2,6-dimethylmorpholino)pyridin-2-yl)-1,6-naphthyridin-7-yl)propyl)-1,1-diphenylmethanimine